methyl 2-bromo-4-formyl-benzoate BrC1=C(C(=O)OC)C=CC(=C1)C=O